((((9H-fluoren-9-yl)methoxy)carbonyl)amino)-3-hydroxybutyric acid monohydrate O.C1=CC=CC=2C3=CC=CC=C3C(C12)COC(=O)NC(C(=O)O)C(C)O